(S)-1-(2-(1-(4-(2-fluoro-3-methoxyphenoxy)phenyl)-6-methylimidazo[1,5-a]pyrazin-3-yl)pyrrolidin-1-yl)prop-2-en-1-one FC1=C(OC2=CC=C(C=C2)C=2N=C(N3C2C=NC(=C3)C)[C@H]3N(CCC3)C(C=C)=O)C=CC=C1OC